2-((2-ethyl-6-fluoro-5-(piperazin-1-yl)pyrazolo[1,5-a]pyridin-3-yl)(methyl-d3)amino)-4-(4-fluorophenyl)thiazole-5-carbonitrile hydrochloride Cl.C(C)C1=NN2C(C=C(C(=C2)F)N2CCNCC2)=C1N(C=1SC(=C(N1)C1=CC=C(C=C1)F)C#N)C([2H])([2H])[2H]